Ethyl (S)-3-(4-((1-(isopropylamino)-3-(naphthalen-1-yl)-1-oxopropan-2-yl)amino)benzamido)propanoate C(C)(C)NC([C@H](CC1=CC=CC2=CC=CC=C12)NC1=CC=C(C(=O)NCCC(=O)OCC)C=C1)=O